CC1=C(C=C(C=C1)Cl)C=1C=C(C=NC1)O 5-(2-Methyl-5-chlorophenyl)-3-hydroxypyridine